ClC=1C=C(C=C(C1OC1=NNC(C(=C1)C(C)C)=O)Cl)N1N=C(C(NC1=O)=O)C#C[Si](C)(C)C 2-[3,5-dichloro-4-[(5-isopropyl-6-oxo-1H-pyridazin-3-yl)oxy]phenyl]-6-[2-(trimethylsilyl)ethynyl]-4H-1,2,4-triazine-3,5-dione